CC1=CC=C(C=C1)S(=O)(=O)OCC1CO1 glycidyl para-toluenesulfonate